N-(6-amino-5-methyl-3-pyridyl)-2-[(2R,3R,5S)-3-Fluoro-2-(4-Fluorophenyl)-5-methyl-1-piperidyl]-2-oxo-acetamide NC1=C(C=C(C=N1)NC(C(=O)N1[C@@H]([C@@H](C[C@@H](C1)C)F)C1=CC=C(C=C1)F)=O)C